3-((2S,3R)-5-methylene-2-(thiophen-2-yl)tetrahydro-2H-pyran-3-yl)benzo[d]isothiazole-1,1-dioxide C=C1C[C@@H]([C@H](OC1)C=1SC=CC1)C1=NS(C2=C1C=CC=C2)(=O)=O